6-ethoxy-2-methyl-2H-benzo[d][1,2,3]triazol-5-amine C(C)OC=1C(=CC=2C(=NN(N2)C)C1)N